rel-5-(3-(((1R,6R,7R)-3-azabicyclo[4.1.0]heptan-7-yl)ethynyl)-2-fluoro-6-hydroxyphenyl)-1,2,5-thiadiazolidin-3-one 1,1-dioxide [C@H]12CNCC[C@@H]2[C@H]1C#CC=1C(=C(C(=CC1)O)N1CC(NS1(=O)=O)=O)F |o1:0,5,6|